(2S)-2-(tert-butoxycarbonylamino)-3,3-dimethyl-butyric acid C(C)(C)(C)OC(=O)N[C@H](C(=O)O)C(C)(C)C